3-(4-hydroxypropoxyphenyl)phenol OCCCOC1=CC=C(C=C1)C=1C=C(C=CC1)O